3-[4-[[2-(2,6-dioxo-3-piperidyl)-1-oxo-isoindolin-5-yl]oxymethyl]triazol-1-yl]propanoic acid O=C1NC(CCC1N1C(C2=CC=C(C=C2C1)OCC=1N=NN(C1)CCC(=O)O)=O)=O